{4'-(dibenzofuran-3-yl)-[1,1'-biphenyl]-4-yl}-4-(naphthalen-2-yl)phenyl-phenanthren-9-yl-amine C1=CC(=CC=2OC3=C(C21)C=CC=C3)C3=CC=C(C=C3)C3=CC=C(C=C3)N(C=3C2=CC=CC=C2C=2C=CC=CC2C3)C3=CC=C(C=C3)C3=CC2=CC=CC=C2C=C3